OCC=1C=C(C=C(C1)OCCN1CCOCC1)C1=NN(C2=CC=C(C=C12)OCCCNC(OCC1=CC=CC=C1)=O)C1OCCCC1 benzyl N-[3-[3-[3-(hydroxymethyl)-5-(2-morpholinoethoxy)phenyl]-1-tetrahydropyran-2-yl-indazol-5-yl]oxypropyl]carbamate